CC=1CC(C(C(C1)C)C)C(C)=O 1-(3,5,6-trimethyl-3-cyclohexen-1-yl)ethanone